CC1(N(CC2=C1NN=C2NC2=NC(=NC=C2F)NC(C)C)C(=O)N2[C@H](CN(C(C2)(C)C)C)C)C N4-(6,6-dimethyl-5-{[(2S)-2,4,5,5-tetramethylpiperazin-1-yl]carbonyl}-1,4,5,6-tetrahydropyrrolo[3,4-c]pyrazol-3-yl)-5-fluoro-N2-isopropylpyrimidine-2,4-diamine